O(C1=CC=CC=C1)CCC(O)C(CO)(COCC(CO)(CO)CO)CO phenoxyethyl-dipentaerythritol